tert-Butyl (1r,4r)-4-hydroxy-1-methylcyclohexane-1-carboxylate OC1CCC(CC1)(C(=O)OC(C)(C)C)C